The molecule is a nitrosamine that has butyl and 4-carboxybutyl substituents. It is the principal metabolite of the bladder carcinogen N-butyl-N-(4-hydroxybutyl)nitrosamine (BHBN-4). It has a role as a carcinogenic agent. It is a nitrosamine and a monocarboxylic acid. It derives from a N-butyl-N-(4-hydroxybutyl)nitrosamine. CCCCN(CCCC(=O)O)N=O